3-(pyridin-2-yldithio)propionic acid perfluorophenyl ester FC1=C(C(=C(C(=C1F)F)F)F)OC(CCSSC1=NC=CC=C1)=O